Cl.CN1N=C2C=CC(=CC2=C1)C1=CC2=C(N=C(S2)N2CCC(CC2)N)C=C1 1-[6-(2-Methyl-2H-indazol-5-yl)-1,3-benzothiazol-2-yl]piperidin-4-amin-Hydrochloride